ClC=1C=C(C=C(C1F)Cl)[C@]1(CC(=NO1)C1=CC(=C(C(=O)N[C@H]2C(N(OC2)CC)=O)C=C1)C)C(F)(F)F 4-[(5R)-5-(3,5-dichloro-4-fluoro-phenyl)-5-(trifluoromethyl)-4H-isoxazol-3-yl]-N-[(4R)-2-ethyl-3-oxo-isoxazolidin-4-yl]-2-methylbenzamide